C1(C=2C(C(N1C[Cu])=O)=CC=CC2)=O phthalimidomethylcopper